(S)-2-bromo-7-((tert-butyldiphenylsilyl)oxy)hept-1-en-4-ol BrC(=C)C[C@H](CCCO[Si](C1=CC=CC=C1)(C1=CC=CC=C1)C(C)(C)C)O